di-tert-butyl 1,2-ethanedisulfonate C(CS(=O)(=O)OC(C)(C)C)S(=O)(=O)OC(C)(C)C